C(C1=CC=CC=C1)OC1=NC(=CC=C1N1C(N(C2=C1C=CC(=C2)C2=CC=C1C(=CN(C1=C2)C)C(=O)OC)C)=O)OCC2=CC=CC=C2 methyl 6-(1-(2,6-bis(benzyloxy)pyridin-3-yl)-3-methyl-2-oxo-2,3-dihydro-1H-benzo[d]imidazol-5-yl)-1-methyl-1H-indole-3-carboxylate